n-octyl-3-oxapentanediamide C(CCCCCCC)C(C(=O)N)OCC(=O)N